((4,5-Difluoropyridin-2-yl)amino)-4-((7-fluoro-1,5-dimethyl-4-oxo-4,5-dihydro-1H-pyrrolo[3,2-c]pyridin-3-yl)amino)-N-(methyl-d3)nicotinamide FC1=CC(=NC=C1F)NC1=C(C(=O)NC([2H])([2H])[2H])C(=CC=N1)NC1=CN(C2=C1C(N(C=C2F)C)=O)C